C(C)(C)(C)C1=CC=C(CN2N=C(N(C2=O)CC)CCCC=2C=C(C=CC2)C2=CC(=C(C=C2)CC(=O)O)O)C=C1 2-(3'-(3-(1-(4-(tert-butyl)benzyl)-4-ethyl-5-oxo-4,5-dihydro-1H-1,2,4-triazol-3-yl)propyl)-3-hydroxy-[1,1'-biphenyl]-4-yl)acetic acid